(+)-6-{2-(2,4-difluorophenyl)-6-[(diethylamino)methyl]-4,5,6,7-tetrahydropyrazolo[1,5-a]pyrimidin-3-yl}-2-(2-methylphenyl)pyridazin-3(2H)-one FC1=C(C=CC(=C1)F)C1=NN2C(NCC(C2)CN(CC)CC)=C1C=1C=CC(N(N1)C1=C(C=CC=C1)C)=O